5-Bromo-2-(N-azetidinylcarbamoyl)-3-pyridyl 3-deoxy-3-[4-(3,4,5-trifluorophenyl)-1H-1,2,3-triazol-1-yl]-2-O-methyl-1-thio-α-D-galactopyranoside FC=1C=C(C=C(C1F)F)C=1N=NN(C1)[C@@H]1[C@H]([C@@H](SC=2C(=NC=C(C2)Br)C(NN2CCC2)=O)O[C@@H]([C@@H]1O)CO)OC